N1C(=CC2=NC=CC=C21)C(=O)N2CCC(CC2)C2=C(C=CC=C2)C(F)(F)F (1H-pyrrolo[3,2-b]pyridin-2-yl)(4-(2-(trifluoromethyl)phenyl)piperidin-1-yl)methanone